C(C)(C)(C)OC(=O)N1C[C@@H](N(CC1)C1=C(C(N(C=2CNCCC12)C[C@H]1N(CCC1)C)=O)C#N)C (S)-4-(3-cyano-1-(((S)-1-methylpyrrolidin-2-yl)methyl)-2-oxo-1,2,5,6,7,8-hexahydro-1,7-naphthyridin-4-yl)-3-methylpiperazine-1-carboxylic acid tert-butyl ester